[N+](#[C-])C1=CC=C(C(=O)OCC(=O)NC2=C(C=CC=C2)C#C)C=C1 2-((2-ethynylphenyl)amino)-2-oxoethyl 4-isocyanobenzoate